C(C)OC(=O)C1=NC(=CC=C1C=1C=NN(C1C)CC12CC3CC(CC(C1)C3)C2)N2CCCC3=C2N=NC(=C3C)Cl {1-[(adamantan-1-yl)methyl]-5-methyl-1H-pyrazol-4-yl}-6-{3-chloro-4-methyl-5H,6H,7H,8H-pyrido[2,3-C]pyridazin-8-yl}pyridine-2-carboxylic acid ethyl ester